FC(C1=CC=C(C=C1)C=1N=CC(CN1)(C=O)[2H])(F)F 2-(4-(trifluoromethyl)phenyl)pyrimidine-5-carbaldehyde-5-d